NCC1=NNC(C2=CC=C(C=C12)C=1C=NN(C1C1=C(C#N)C(=CC=C1F)CC1CC1)C)=O (M)-2-(4-(4-(aminomethyl)-1-oxo-1,2-dihydrophthalazin-6-yl)-1-methyl-1H-pyrazol-5-yl)-6-(cyclopropylmethyl)-3-fluorobenzonitrile